2,4-dimethyl-6-(1-methylcyclohexyl)-p-cresol CC=1CC(C=C(C1O)C1(CCCCC1)C)(C)C